2-(4-(3-(2,4-dioxotetrahydropyrimidin-1(2H)-yl)-1-methyl-1H-indol-6-yl)piperidin-1-yl)acetic acid O=C1N(CCC(N1)=O)C1=CN(C2=CC(=CC=C12)C1CCN(CC1)CC(=O)O)C